tert-butyldimethyl-((1-phenylbut-3-en-1-yl)oxy)silane C(C)(C)(C)[Si](OC(CC=C)C1=CC=CC=C1)(C)C